6-(1,1-dioxo-1,4-thiazinan-4-yl)-4-[(3R)-3-methylmorpholin-4-yl]-1H-pyridin-2-one O=S1(CCN(CC1)C1=CC(=CC(N1)=O)N1[C@@H](COCC1)C)=O